N-(3,4-dihydroxyphenyl)maleimide OC=1C=C(C=CC1O)N1C(C=CC1=O)=O